FC1=C(C=CC=C1F)[C@@H]1COC2=CC(=CC=C2[C@@H]1C1=CC(=C(C=C1)N1CCC(CC1)C(OC)OC)F)O |r| racemic-cis-3-(2,3-difluorophenyl)-4-(4-(4-(dimethoxymethyl)piperidin-1-yl)-3-fluorophenyl)chroman-7-ol